FC1=C(C(=CC(=C1)F)F)C(F)(F)F 2,4,6-trifluorobenzotrifluoride